6-((6-cyanopyridin-2-yl)amino)-N-methoxy-4-((2-methoxy-3-(1-methyl-1H-1,2,4-triazol-3-yl)phenyl)amino)pyridazine-3-carboxamide C(#N)C1=CC=CC(=N1)NC1=CC(=C(N=N1)C(=O)NOC)NC1=C(C(=CC=C1)C1=NN(C=N1)C)OC